C(C=C)(=O)N1C[C@H](N([C@H](C1)C)C1=NC(=NC2=CC(=C(C=C12)C#N)C1=C(C=CC(=C1)N)C(F)(F)F)OC[C@H]1N(CCC1)C)C ((2R,6S)-4-acryloyl-2,6-dimethylpiperazin-1-yl)-7-(5-amino-2-(trifluoromethyl)phenyl)-2-(((S)-1-methylpyrrolidin-2-yl)methoxy)quinazoline-6-carbonitrile